octyl-triacetoxysilane C(CCCCCCC)[Si](OC(C)=O)(OC(C)=O)OC(C)=O